ethyl 1-{1-[(tert-butoxy)carbonyl]azetidin-3-yl}-1H-pyrazole-4-carboxylate C(C)(C)(C)OC(=O)N1CC(C1)N1N=CC(=C1)C(=O)OCC